N[C@H](C(=O)N1[C@@H](C[C@H](C1)O)C(=O)NCC#CC1=C(C=C(C=C1)F)C)C(C)(C)C (2S,4R)-1-((S)-2-amino-3,3-dimethylbutanoyl)-N-(3-(4-fluoro-2-methylphenyl)prop-2-yn-1-yl)-4-hydroxypyrrolidine-2-carboxamide